2-cyclohexylidene-2-(4-bromophenyl)acetonitrile C1(CCCCC1)=C(C#N)C1=CC=C(C=C1)Br